ClC1=C(C(=CC=C1OC1=CC=CC=C1)\C=C(\C1=NC(=CN=C1)C1=CN=NC=C1)/F)N1[C@H](CCC1)CNC(OC(C)(C)C)=O tert-butyl (R,Z)-((1-(2-chloro-6-(2-fluoro-2-(6-(pyridazin-4-yl)pyrazin-2-yl)vinyl)-3-phenoxyphenyl)pyrrolidin-2-yl)methyl)carbamate